6-(9-(5-methoxy-2-methyl-2,3-dihydro-1H-cyclopenta[a]naphthalen-1-ylidene)-9H-thioxanthen-2-yl)hex-5-yn-1-ol COC=1C=C2C(=C3C=CC=CC13)C(C(C2)C)=C2C1=CC=CC=C1SC=1C=CC(=CC21)C#CCCCCO